C1=CC=CC=2C3=CC=CC=C3C(C12)COC(NCCOCCOCCOCCC)=O 1-(9H-fluoren-9-yl)-3-oxo-2,7,10,13-tetraoxa-4-azahexadecan